3-(p-toluenesulfonyl-oxy-phenyl)-urea C(C1=CC=CC=C1)S(=O)(=O)OC1=CC=C(C=C1)NC(N)=O